5-(3-(azetidin-3-ylmethyl)-3,8-diazabicyclo[3.2.1]octan-8-yl)-2-(2,6-dioxopiperidin-3-yl)-6-fluoroisoindoline-1,3-dione N1CC(C1)CN1CC2CCC(C1)N2C=2C=C1C(N(C(C1=CC2F)=O)C2C(NC(CC2)=O)=O)=O